CC1=C(C=CC=C1C=1OC2=C(N1)C=C(C=C2)CNC(C(CO)CO)O)C2=C(C(=CC=C2)C=2OC(=NN2)CN2CCOCC2)C (((2-(2,2'-dimethyl-3'-(5-(morpholinomethyl)-1,3,4-oxadiazol-2-yl)-[1,1'-biphenyl]-3-yl)benzo[d]oxazol-5-yl)methyl)amino)-2-(hydroxymethyl)propane-1,3-diol